N1CC(C1)NC1=NC=CC(=C1Cl)I N-(azetidin-3-yl)-3-chloro-4-iodopyridin-2-amine